FC(C1=C(C(=O)O)C(=CC=C1)C(F)(F)F)(F)F 2,6-bis(trifluoromethyl)benzoic acid